(3S)-1-[6-[[3-(trifluoromethyl)phenyl]sulfonylamino]-2-azaspiro[3.3]heptane-2-carbonyl]pyrrolidine-3-carboxamide FC(C=1C=C(C=CC1)S(=O)(=O)NC1CC2(CN(C2)C(=O)N2C[C@H](CC2)C(=O)N)C1)(F)F